COC=1C=C(OC2=CC(=CC(=C2)OC2=CC(=C(C=C2)N)OC)OC2=CC(=C(C=C2)N)OC)C=CC1N 1,3,5-tris(3-methoxy-4-aminophenoxy)benzene